C(C)(C)(C)OC(=O)N1C2CN(CC1C2)C2=NC=C(N=C2)C=2C=1N(C=C(C2)OCCN2CCOCC2)N=CC1C#N 3-(5-(3-Cyano-6-(2-morpholinylethoxy)pyrazolo[1,5-a]pyridin-4-yl)pyrazin-2-yl)-3,6-diazabicyclo[3.1.1]heptane-6-carboxylic acid tert-butyl ester